5-Chloro-2-cyanopyridin-3-yl 3-deoxy-3-[4-(3-fluoro-4-methylphenyl)-1H-1,2,3-triazol-1-yl]-2-O-methyl-1-thio-α-D-galactopyranoside FC=1C=C(C=CC1C)C=1N=NN(C1)[C@@H]1[C@H]([C@@H](SC=2C(=NC=C(C2)Cl)C#N)O[C@@H]([C@@H]1O)CO)OC